3-(2-formyl-3-((4-methoxybenzyl)oxy)phenyl)cyclobutane-1-carboxylic acid C(=O)C1=C(C=CC=C1OCC1=CC=C(C=C1)OC)C1CC(C1)C(=O)O